3-(4-fluorophenyl)-1-isopropyl-N-(4-methyl-3-(4,4,5,5-tetramethyl-1,3,2-dioxaborolan-2-yl)phenyl)-2,4-dioxo-1,2,3,4-tetrahydropyrimidine-5-carboxamide FC1=CC=C(C=C1)N1C(N(C=C(C1=O)C(=O)NC1=CC(=C(C=C1)C)B1OC(C(O1)(C)C)(C)C)C(C)C)=O